Potassium 6-bromo-2-naphthoate BrC=1C=C2C=CC(=CC2=CC1)C(=O)[O-].[K+]